C1(CC1)C1=C(C(=NO1)C1=C(C=CC=C1Cl)Cl)CO[C@H]1[C@@H]2CN([C@H](C1)C2)C2=C(C=C(C=C2)CCCC(=O)O)F 4-(4-((1S,4S,5R)-5-((5-cyclopropyl-3-(2,6-dichlorophenyl)isoxazol-4-yl)methoxy)-2-azabicyclo[2.2.1]heptan-2-yl)-3-fluorophenyl)butanoic acid